(di-sec-butylamino)tris(ethyl-(methyl)amino)hafnium C(C)(CC)N(C(C)CC)[Hf](N(CC)C)(N(CC)C)N(C)CC